OC1=C(C=C(C=CC(=O)NCC(=O)O)C=C1)OC 4-Hydroxy-3-methoxycinnamoyl-glycine